4-[2-fluoro-5-[3-(6-methyl-2-pyridyl)-1H-pyrazol-4-yl]phenyl]-1H-pyrazole-1-ethanol FC1=C(C=C(C=C1)C=1C(=NNC1)C1=NC(=CC=C1)C)C=1C=NN(C1)CCO